C(C)(C)(C)OC(=O)N1C=C(C2=CC=C3C(=C12)OCO3)CC(C)OS(=O)(=O)C 6-methylenedioxy-3-(2-((methylsulfonyl)oxy)propyl)-1H-indole-1-carboxylic acid tert-butyl ester